NC1=CC=C(C=C1)C=1N=NN(N1)CC1=C(C=C(C(=O)NO)C=C1F)F 4-[[5-(4-aminophenyl)tetrazol-2-yl]methyl]-3,5-difluoro-benzohydroxamic acid